C1(=CC=CC=C1)N1C(=NC2=C1C=CC=C2)C2=CC=CC=C2 1,2-diphenylbenzimidazole